FC(C=1C=CC(=NC1)NC1CCN(CC1)C(=O)OC(C)(C)C)(F)F tert-butyl 4-((5-(trifluoromethyl)pyridin-2-yl)amino)piperidine-1-carboxylate